5-Chloro-4-((3-(2,3-dihydrobenzo[b][1,4]dioxin-6-yl)-2-methylbenzyl)oxy)-2-(2-(piperidin-1-yl)ethoxy)benzaldehyde ClC=1C(=CC(=C(C=O)C1)OCCN1CCCCC1)OCC1=C(C(=CC=C1)C1=CC2=C(OCCO2)C=C1)C